methyl 6-(((2,4-dimethoxybenzyl)(5-nitropyridin-2-yl)amino)methyl)spiro[3.3]heptane-2-carboxylate COC1=C(CN(C2=NC=C(C=C2)[N+](=O)[O-])CC2CC3(CC(C3)C(=O)OC)C2)C=CC(=C1)OC